(R)-2-(3-(3-(fluoro(4-methyl-4H-1,2,4-triazol-3-yl)methyl)oxetan-3-yl)phenyl)-6-((4-fluoropiperidin-1-yl)methyl)-4-(trifluoromethyl)isoindolin-1-one F[C@H](C1(COC1)C=1C=C(C=CC1)N1C(C2=CC(=CC(=C2C1)C(F)(F)F)CN1CCC(CC1)F)=O)C1=NN=CN1C